BrC1=CC=C2\C(\C(N(C2=C1)CC(CCCC)CC)=O)=C\1/C(N(C2=CC(=CC=C12)Br)CC(CCCC)CC)=O (E)-6,6'-dibromo-1,1'-bis(2-ethylhexyl)-[3,3'-biindole]-2,2'-dione